NC1=C(C=C(C=C1)C1=CN(C2=NC=C(C=C21)C(C)O)C)C2CC(NC2)=O 4-(2-amino-5-(5-(1-hydroxyethyl)-1-methyl-1H-pyrrolo[2,3-b]pyridin-3-yl)phenyl)pyrrolidin-2-one